CC=1C(=C2C=NN(C2=CC1C)C1OCCCC1)N1CC=2N=C(N=C(C2CC1)O)OCC12CCCN2CCC1 7-(5,6-dimethyl-1-(tetrahydro-2H-pyran-2-yl)-1H-indazol-4-yl)-2-((hexahydro-1H-pyrrolizin-7a-yl)methoxy)-5,6,7,8-tetrahydropyrido[3,4-d]pyrimidin-4-ol